7-(4-(4-methylmorpholin-2-yl)cyclohexyl)-5-(4-phenoxyphenyl)-7H-pyrrolo[2,3-d]pyrimidin-4-amine CN1CC(OCC1)C1CCC(CC1)N1C=C(C2=C1N=CN=C2N)C2=CC=C(C=C2)OC2=CC=CC=C2